N-[(E)-(4-fluoro-3-methylsulfanyl-phenyl)methyleneamino]-N-methyl-1,1-dioxo-1,2-benzothiazol-3-amine FC1=C(C=C(C=C1)\C=N\N(C1=NS(C2=C1C=CC=C2)(=O)=O)C)SC